FC1=CC(=CC2=C1N=C(S2)OC2CCNCC2)C=2C=C(C=1N(C2)C=C(N1)C)C#N 6-{4-fluoro-2-[(piperidin-4-yl)oxy]-1,3-benzothiazol-6-yl}-2-methylimidazo[1,2-a]pyridine-8-carbonitrile